CN(CCNC(NC1=C(C=C(C=C1)C=1C=CC2=C(N(C=N2)C=2C=C(C=CC2)NS(=O)(=O)C)C1)F)=O)C N-(3-(6-(4-(3-(2-(dimethylamino)ethyl)ureido)-3-fluorophenyl)-1H-benzo[d]imidazol-1-yl)phenyl)methanesulfonamide